ClC=1N=NC(=C(N1)C1=CC=CC=C1)C1=CC=CC=C1 3-chloro-5,6-diphenyl-1,2,4-triazine